N1=CC(=CC=C1)NC1=NOC2=C1C(=CC=C2)OCC2=C(C=CC(=C2)Cl)OC(F)(F)F 3-(pyridin-3-ylamino)-4-(2-trifluoromethoxy-5-chlorobenzyloxy)-benzo[d]isoxazole